C(C1=CC=CC=C1)OC=1C=CC2=C(C(=CO2)C(=O)NC2CCN(CC2)C)C1 5-(benzyloxy)-N-(1-methylpiperidin-4-yl)benzofuran-3-carboxamide